C1(CC1)C1=NN=C2N1N=C(C=C2NCC2=NC=CC=C2)NCC2=CC=C(C=C2)OC 3-cyclopropyl-N6-(4-methoxybenzyl)-N8-(pyridin-2-ylmethyl)-[1,2,4]triazolo[4,3-b]pyridazine-6,8-diamine